1-morpholino-3-(1,3,4,5-tetrahydro-2H-pyrido[4,3-b]indol-2-yl)propan-1-one O1CCN(CC1)C(CCN1CC2=C(NC=3C=CC=CC23)CC1)=O